ClC=1C=C(C(=O)NC(C)C2=NC(=NN2C2=NC=CC=N2)C(=O)OC)C=C(C1)C(F)(F)F methyl 5-[1-[[3-chloro-5-(trifluoromethyl)benzoyl] amino]ethyl]-1-pyrimidin-2-yl-1,2,4-triazole-3-carboxylate